2-bromo-7-chloropyrazolo[1,5-a]pyrimidine-5-carboxylic acid methyl ester COC(=O)C1=NC=2N(C(=C1)Cl)N=C(C2)Br